FC=1C=C(C=CC1OC1=CC=NC2=CC=C(N=C12)OC)NC(=O)C=1C(N(C(=CC1)C)C1=CC=C(C=C1)F)=O N-[3-fluoro-4-[(6-methoxy-1,5-naphthyridin-4-yl)oxy]phenyl]-1-(4-fluorophenyl)-6-methyl-2-oxopyridine-3-carboxamide